2-((1H-pyrazol-3-yl)methyl)-4-methyl-6-((5-methylthiazol-4-yl)methyl)-4,6-dihydro-5H-thiazolo[5',4':4,5]pyrrolo[2,3-d]pyridazin-5-one N1N=C(C=C1)CC=1SC2=C(N(C=3C(N(N=CC32)CC=3N=CSC3C)=O)C)N1